FC(OC1=CC(=C(N)C=C1F)OC)F 4-(difluoromethoxy)-5-fluoro-2-methoxyaniline